(E)-1-(4-Amino-2-methylphenyl)-3-(4-hydroxy-3-methylphenyl)prop-2-en-1-one NC1=CC(=C(C=C1)C(\C=C\C1=CC(=C(C=C1)O)C)=O)C